ClC1=CC=C(C=C1)C1=N[C@H](C=2N(C3=C1C=C(C=C3)OC)C(=NN2)C)CC(NCCOCCOCCOCCNC(OC(C)(C)C)=O)=O tert-Butyl (1-((4S)-6-(4-chlorophenyl)-8-methoxy-1-methyl-4H-benzo[f][1,2,4]triazolo[4,3-a][1,4]diazepin-4-yl)-2-oxo-6,9,12-trioxa-3-azatetradecan-14-yl)carbamate